(R)-2-bromo-1-(3-fluorophenyl)ethan-1-ol BrC[C@H](O)C1=CC(=CC=C1)F